(4-(bis(4-methoxybenzyl)amino)phenyl)magnesium bromide COC1=CC=C(CN(C2=CC=C(C=C2)[Mg]Br)CC2=CC=C(C=C2)OC)C=C1